C(#N)C1=C(C=C(O[C@@H]2[C@@](CN(C2)S(=O)(=O)C2=CC=C(C=N2)C#N)(CO)O)C=C1)F 6-(((3R,4S)-4-(4-cyano-3-fluorophenoxy)-3-hydroxy-3-(hydroxymethyl)pyrrolidin-1-yl)sulfonyl)pyridine-3-carbonitrile